prenyl-tryptophan-methylester COC([C@@H](NCC=C(C)C)CC1=CNC2=CC=CC=C12)=O